7-Morpholino-5-[4-(pyrimidin-2-ylamino)cyclohexoxy]-1,6-naphthyridin-3-ol O1CCN(CC1)C1=NC(=C2C=C(C=NC2=C1)O)OC1CCC(CC1)NC1=NC=CC=N1